C(CCCC)[NH3+] 1-pentylammonium